2-[1-[(4-tert-butylphenyl)methyl]-5-oxopyrrolidin-2-yl]-N-(2-pyridin-2-ylethyl)acetamid C(C)(C)(C)C1=CC=C(C=C1)CN1C(CCC1=O)CC(=O)NCCC1=NC=CC=C1